1,3-dioxan-4-yl-methyl acrylate 1,3-dioxolan-4-ylmethyl-methacrylate O1COC(C1)COC(C(=C)C)=O.C(C=C)(=O)OCC1OCOCC1